((2R,4R)-4-((3-(cyclopropylmethoxy)-4-(difluoromethoxy)phenyl)amino)-2-(hydroxymethyl)pyrrolidin-1-yl)ethan-1-one C1(CC1)COC=1C=C(C=CC1OC(F)F)N[C@@H]1C[C@@H](N(C1)C(C)=O)CO